(S)-8-(1-((6-chloro-2-(1-hydroxy-1,3-dihydrobenzo[c][1,2]oxaborol-5-yl)pyridin-3-yl)amino)ethyl)-3,6-dimethyl-2-(piperidin-1-yl)-4H-chromen-4-one ClC1=CC=C(C(=N1)C1=CC2=C(B(OC2)O)C=C1)N[C@@H](C)C=1C=C(C=C2C(C(=C(OC12)N1CCCCC1)C)=O)C